C(#N)C=1C=NN2C1C(=CC(=C2)OCC(C)(C)O)C=2C=CC(=NC2)N2CCC(CC2)(C)NC(C2=C(C=CC(=C2)F)C(F)(F)F)=O N-(1-(5-(3-cyano-6-(2-hydroxy-2-methylpropoxy)pyrazolo[1,5-a]pyridin-4-yl)pyridin-2-yl)-4-methylpiperidin-4-yl)-5-fluoro-2-(trifluoromethyl)benzamide